N-(biphenyl-4-yl)-N-[4-(9-phenyl-9H-carbazol-3-yl-1,2,4,5,6,7,8-d7)phenyl]-9,9-dimethyl-9H-fluorene-2-amine C1(=CC=C(C=C1)N(C1=CC=2C(C3=CC=CC=C3C2C=C1)(C)C)C1=CC=C(C=C1)C1=C(C(=C2N(C3=C(C(=C(C(=C3C2=C1[2H])[2H])[2H])[2H])[2H])C1=CC=CC=C1)[2H])[2H])C1=CC=CC=C1